FC([C@H]1N(C(O[C@@H]1C)=C=O)C=1N=C2N(CCOC3=C2C=CC(=C3)N[C@@H](C(=O)N)C)C1)F (R)-2-((2-((4S,5R)-4-(difluoromethyl)-5-methyl-2-carbonyloxazolidin-3-yl)-5,6-dihydrobenzo[f]imidazo[1,2-d][1,4]oxazepin-9-yl)amino)propanamide